C1(=CC=CC=C1)CC#C 3-phenylpropyn